FC1=C(C=C(C(=C1)O)S(=O)(=O)C)NC(C1=CC=C(C=C1)OCCC1=CC=C(C=C1)SC(F)(F)F)=O N-(2-fluoro-4-hydroxy-5-(methylsulfonyl)phenyl)-4-(4-((trifluoromethyl)thio)phenylethoxy)benzamide